(2S,3S)-1-(tert-Butoxycarbonyl)-4-fluoroindoline-2,3-dicarboxylic acid C(C)(C)(C)OC(=O)N1[C@@H]([C@H](C2=C(C=CC=C12)F)C(=O)O)C(=O)O